(1R,2S)-2-(2,2-Difluoroethyl)cyclopropanecarboxylic acid FC(C[C@H]1[C@@H](C1)C(=O)O)F